COC1=CC=C(C=N1)N[C@H](C(=O)OC)C(C)(C)C methyl (2S)-2-[(6-methoxy-3-pyridyl)amino]-3,3-dimethyl-butanoate